4-(3-fluorophenyl)cyclohexanone FC=1C=C(C=CC1)C1CCC(CC1)=O